Bromomethylboronic acid pinacol ester BrCB1OC(C)(C)C(C)(C)O1